OC1=CC(=NC(=N1)N1CCOCC1)C1(CC1)NC(OC(C)(C)C)=O tert-butyl (1-(6-hydroxy-2-morpholinopyrimidine-4-yl)cyclopropyl)carbamate